FC=1C=NC(=NC1)NC(=O)C=1C(N(C2=CC=CC(=C2C1)NCCO)C)=O N-(5-Fluoropyrimidin-2-yl)-5-(2-hydroxyethylamino)-1-methyl-2-oxo-quinoline-3-carboxamide